2-isopropoxyisonicotinic acid C(C)(C)OC=1C=C(C(=O)O)C=CN1